di(2-ethylhexyl)dithiocarbamate C(C)C(CN(C([S-])=S)CC(CCCC)CC)CCCC